3-chloro-5-[6-(5-chloropyridin-2-yl)pyrimidin-4-yl]benzonitrile ClC=1C=C(C#N)C=C(C1)C1=NC=NC(=C1)C1=NC=C(C=C1)Cl